OC1CN(C1)C(=O)O[C@@H]1CC[C@H](CC1)C(N(C[C@@H]1CC[C@H](CC1)C1=NC(=C(C=C1)OC)C)C1=CC(=CC=C1)C=1C=NN(C1)C1CC1)=O trans-4-((3-(1-Cyclopropyl-1H-pyrazol-4-yl)phenyl)((trans-4-(5-methoxy-6-methylpyridin-2-yl)cyclohexyl)methyl)carbamoyl)cyclohexyl 3-hydroxyazetidine-1-carboxylate